6-chloro-7-methyl-5-[(4R)-4-(pyrrolidin-1-carbonyl)cyclohex-1-en-1-yl]-7H-pyrrolo[2,3-d]pyrimidin-4-amine ClC1=C(C2=C(N=CN=C2N)N1C)C1=CC[C@@H](CC1)C(=O)N1CCCC1